C(C)(C)(C)C1=CC=2C(=NC(=CN2)C(CC[C@H]2C([C@H]2[C@H]2N(C(OC2)(C)C)C(=O)OC(C)(C)C)(C)C)=O)N1C tert-butyl (4R)-4-[(1S,3R)-3-[3-(6-tert-butyl-5-methyl-pyrrolo[2,3-b]pyrazin-3-yl)-3-oxo-propyl]-2,2-dimethyl-cyclopropyl]-2,2-dimethyl-oxazolidine-3-carboxylate